N-{2-chloro-6-[4-(propan-2-yl)piperazin-1-yl]phenyl}-4-[5-(2,2-difluorocyclopropyl)-1,2,4-oxaDiazol-3-yl]-4-methylpiperidine-1-carboxamide ClC1=C(C(=CC=C1)N1CCN(CC1)C(C)C)NC(=O)N1CCC(CC1)(C)C1=NOC(=N1)C1C(C1)(F)F